(1S,3R)-1-(4-((tert-butyldiphenylsilyl) oxy)-2,6-difluorophenyl)-2-(2-fluoro-2-methylpropyl)-3-methyl-1,2,3,4-tetrahydroisoquinolin-6-yl trifluoromethanesulfonate FC(S(=O)(=O)OC=1C=C2C[C@H](N([C@@H](C2=CC1)C1=C(C=C(C=C1F)O[Si](C1=CC=CC=C1)(C1=CC=CC=C1)C(C)(C)C)F)CC(C)(C)F)C)(F)F